methyl 5-bromo-6-hydroxypyridine-3-carboxylate BrC=1C=C(C=NC1O)C(=O)OC